1-trimethoxysilyl-2-(chloromethyl)phenylethane CO[Si](C1(C(C=CC=C1)CCl)CC)(OC)OC